C(C)OC=1C(=CC(=NC1)NC(C)=O)NC1=NC(=NC=C1)C(C)(C)F N-(5-ethoxy-4-((2-(2-fluoropropan-2-yl)pyrimidin-4-yl)amino)pyridin-2-yl)acetamide